5-(((((S)-1-(benzyloxy)-1-oxo-4-phenylbutan-2-yl)amino)(phenoxy)phosphoryl)methyl)benzo[b]thiophene-2-carboxylic acid C(C1=CC=CC=C1)OC([C@H](CCC1=CC=CC=C1)NP(=O)(OC1=CC=CC=C1)CC1=CC2=C(SC(=C2)C(=O)O)C=C1)=O